phenyl-diphenyl-phosphinate C1(=CC=CC=C1)OP(=O)(C1=CC=CC=C1)C1=CC=CC=C1